COC1=C(C(=C(C=C1)N)N1CCN(CC1)C(CN(C)C)=O)N 4-methoxy-2-[4-(2-dimethylamino-1-oxoethyl)piperazin-1-yl]benzene-1,3-diamine